2-(tert-butyl)-4-((Z)-(3-(((E)-2-(tert-butyl)-6-isopropyl-4H-benzopyran-4-ylidene)methyl)-2-(dibutylamino)-4-oxocyclobut-2-en-1-ylidene)methyl)-6-isopropylbenzopyran C(C)(C)(C)C1OC2=C(C(=C1)\C=C/1\C(=C(C1=O)/C=C/1\C=C(OC3=C1C=C(C=C3)C(C)C)C(C)(C)C)N(CCCC)CCCC)C=C(C=C2)C(C)C